BrC1=CC=C(C2=C1N=CS2)F 4-bromo-7-fluorobenzo[d]thiazole